C(CCCCCCC(=O)OCCCCCCC(C(F)(F)F)(F)F)(=O)OCC1=CC(=CC(=C1)COC(=O)OCC1CN(CCC1)CC)COC(CCC(OCCCC\C=C/CC)OCCCC\C=C/CC)=O 1-(3-(((4,4-bis(((Z)-oct-5-en-1-yl)oxy)butanoyl)oxy)methyl)-5-(((((1-ethylpiperidin-3-yl)methoxy)carbonyl)oxy)methyl)benzyl) 8-(7,7,8,8,8-pentafluorooctyl) octanedioate